BrC=1SC2=C(N1)C=C(C=C2)F 2-bromo-5-fluoro-1,3-benzothiazole